sodium ketocaprylate O=C(C(=O)[O-])CCCCCC.[Na+]